1-methyl-2,3,4-trinitropyrrole CN1C(=C(C(=C1)[N+](=O)[O-])[N+](=O)[O-])[N+](=O)[O-]